3-[5-(3-fluoro-4-piperidyl)-3-methyl-2-oxo-benzimidazol-1-yl]piperidine-2,6-dione FC1CNCCC1C1=CC2=C(N(C(N2C)=O)C2C(NC(CC2)=O)=O)C=C1